ClC=1C=C(C=CC1OC)C1=CN=C2N1C=CN=C2NC2=CC=C(C=C2)C(=O)N2CCC(CC2)O [4-[[3-(3-chloro-4-methoxyphenyl)imidazo[1,2-a]pyrazin-8-yl]amino]phenyl]-(4-hydroxypiperidin-1-yl)methanone